C(C)OC(=O)N1C[C@H]([C@H](C1)CO)N cis-3-amino-4-(hydroxymethyl)pyrrolidine-1-carboxylic acid ethyl ester